biphenyl-3,4'-diol hydrobromide Br.C1(=CC(=CC=C1)O)C1=CC=C(C=C1)O